1,3-dimethylpropenyl-urea CC(=CCC)NC(=O)N